1-octanesulfonic acid sodium salt [Na+].C(CCCCCCC)S(=O)(=O)[O-]